(1S,2S)-N-[1-(cyclopropylmethyl)-3-(5-fluoro-4-methylpyridin-3-yl)-2-oxo-1,6-naphthyridin-7-yl]-2-fluorocyclopropane-1-carboxamide C1(CC1)CN1C(C(=CC2=CN=C(C=C12)NC(=O)[C@H]1[C@H](C1)F)C=1C=NC=C(C1C)F)=O